FC1=C(C(=CC(=C1)[N+](=O)[O-])C=1N=NN(N1)C(C1=CC=CC=C1)(C1=CC=CC=C1)C1=CC=CC=C1)C=1C=NC=C(C1)OC 3-(2-fluoro-4-nitro-6-(2-trityl-2H-tetrazol-5-yl)phenyl)-5-methoxypyridine